3,3-dibutoxypropan-1-ol C(CCC)OC(CCO)OCCCC